CC(=CCCC(CCCC(C)=O)=C)CCC=C(C)C 10,14-dimethyl-6-methylenepentadec-9,13-dien-2-one